(5-(2-azaspiro[3.3]hept-6-yl)pyridin-2-yl)-5-fluoro-4-(3-isopropyl-2-methyl-3H-thieno[2,3-d]imidazol-5-yl)pyrimidin-2-amine C1NCC12CC(C2)C=2C=CC(=NC2)C2=C(C(=NC(=N2)N)C2=CC1=C(N(C(=N1)C)C(C)C)S2)F